Cl.NC1=NC(=NC2=CC=CC=C12)NCC1CCC(CC1)CNS(=O)(=O)C1=CC=CC2=CC=CC=C12 naphthalene-1-sulfonic acid {4-[(4-aminoquinazolin-2-ylamino)methyl]cyclohexylmethyl}amide hydrochloride